benzyladenine C1=CC=C(C=C1)CNC2=NC=NC3=C2NC=N3